NC=1C=C(C=CC1O)CC(C(=O)OC)(C)C Methyl 3-(3-amino-4-hydroxyphenyl)-2,2-dimethylpropionate